C1(=CC=CC=C1)[C@@H](C)N |o1:6| R or S-1-phenylethylamine